OC1=C(C=CC(=C1C)OCCCCOC1=C(C=CC(=C1)C1=NN=NN1)OC)C(CC(C)(C)C)=O 1-(2-Hydroxy-4-(4-(2-methoxy-5-(1H-tetrazol-5-yl)phenoxy)butoxy)-3-methylphenyl)-3,3-dimethylbutan-1-one